N1C[C@H](OCC1)C1=CC=C(C=C1)NC(C1=CC=CC=C1)=O |r| (RS)-N-(4-(Morpholin-2-yl)-phenyl)-benzamid